(S)-N-(4-AMINO-3,4-DIOXO-1-PHENYLBUTAN-2-YL)-4-METHYL-1-PHENYL-1H-IMIDAZOLE-5-CARBOXAMIDE NC(C([C@H](CC1=CC=CC=C1)NC(=O)C1=C(N=CN1C1=CC=CC=C1)C)=O)=O